ethyl 2-(4-chloro-5-methyl-6-oxo-pyridazin-1-yl)acetate ClC=1C=NN(C(C1C)=O)CC(=O)OCC